C(CCCCCCCC)C1=C(C=CC2=CC=CC=C12)O nonyl-2-naphthol